1-(2-bromotetrafluoroethyl)tetrazole BrC(C(N1N=NN=C1)(F)F)(F)F